C[Si](C=1C=CC(=NC1)C(=O)O)(C)C 5-(trimethylsilyl)picolinic acid